OC=1C=C(C=CC1)CC=O 2-(m-hydroxyphenyl)acetaldehyde